FC(C(=O)O)(F)F.NCC(CN1N=CN(C1=O)CC1=CC=C(S1)C=1C(N(C=CC1)CC)=O)=C(F)F [5-[[1-[2-(aminomethyl)-3,3-difluoro-allyl]-5-oxo-1,2,4-triazol-4-yl]methyl]-2-thienyl]-1-ethyl-pyridin-2-one trifluoroacetate salt